OC1C(C2=CC=CC=C2C=C1)(S(=O)(=O)[O-])O hydroxy-1-hydroxy-naphthalenesulfonate